tert-butyl 4-({6-[2-allyl-6-(methylthio)-3-oxo-1,2-dihydro-3H-1,2,5,7-tetraazainden-1-yl]-2-pyridyl}-N-methylamino)-1-piperidinecarboxylate C(C=C)N1N(C2=NC(=NC=C2C1=O)SC)C1=CC=CC(=N1)N(C)C1CCN(CC1)C(=O)OC(C)(C)C